1-(8-chloro-2-(2,6-difluoro-4-methylphenyl)pyrazolo[1,5-a][1,3,5]triazin-4-yl)-N4,N4-dimethylcyclohexane-1,4-diamine ClC=1C=NN2C1N=C(N=C2C2(CCC(CC2)N(C)C)N)C2=C(C=C(C=C2F)C)F